2-(4-azaspiro[2.5]oct-7-yl)-7-fluoro-5-(7-fluoro-2-methyl-indazol-5-yl)indazol C1CC12NCCC(C2)N2N=C1C(=CC(=CC1=C2)C2=CC1=CN(N=C1C(=C2)F)C)F